3-chloro-4-hydroxy-2'-(2-(2-hydroxypropan-2-yl-1,1,1,3,3,3-d6)pyrimidin-4-yl)-5',6-dimethyl-2H-[1,4'-bipyridin]-2-one ClC=1C(N(C(=CC1O)C)C1=CC(=NC=C1C)C1=NC(=NC=C1)C(C([2H])([2H])[2H])(C([2H])([2H])[2H])O)=O